3-(1-oxo-5-(((1R,2S)-2-(3-(quinolin-4-yl)azetidin-1-yl)cyclohexyl)oxy)isoindolin-2-yl)piperidine-2,6-dione O=C1N(CC2=CC(=CC=C12)O[C@H]1[C@H](CCCC1)N1CC(C1)C1=CC=NC2=CC=CC=C12)C1C(NC(CC1)=O)=O